N(=N\C(=O)OC(C)(C)C)/C(=O)OC(C)(C)C di-t-butyl (E)-diazene-1,2-dicarboxylate